4-(7-bromo-2-((1S,2S)-2-(4-methylpyrimidin-2-yl)cyclopropyl)quinolin-4-yl)thiomorpholine 1,1-dioxide BrC1=CC=C2C(=CC(=NC2=C1)[C@@H]1[C@H](C1)C1=NC=CC(=N1)C)N1CCS(CC1)(=O)=O